C(C)OC(CC1=COC2=C1C=C(C=C2)Br)=O.NC(CNC(C=C)=O)CCCC N-(2-aminohexyl)acrylamide Ethyl-2-(5-bromobenzofuran-3-yl)acetate